tert-butyl (S)-(3-oxo-1-(2,2,2-trifluoroacetyl)pyrazolidin-4-yl)carbamate O=C1NN(C[C@@H]1NC(OC(C)(C)C)=O)C(C(F)(F)F)=O